N1CC(C1)C(C(F)(F)F)(C(F)(F)F)O 2-(azetidin-3-yl)-1,1,1,3,3,3-hexafluoropropan-2-ol